BrC1=C(C(=O)NC2=CC=C(C=C2)NC2=CC=NC=C2)C=CC(=C1)C(=O)NC1=CC=C(C=C1)NC1=CC=NC=C1 2-bromo-N1,N4-bis(4-(pyridin-4-ylamino)phenyl)terephthalamide